[4-[[2-(4-methyl-phenyl)imidazo[1,2-a]pyrazin-3-yl]amino]phenyl]-piperidin-1-ylmethanone CC1=CC=C(C=C1)C=1N=C2N(C=CN=C2)C1NC1=CC=C(C=C1)C(=O)N1CCCCC1